4-(5-amino-3-tert-butyl-pyrazol-1-yl)-piperidine-1-Carboxylic acid tert-butyl ester C(C)(C)(C)OC(=O)N1CCC(CC1)N1N=C(C=C1N)C(C)(C)C